CC=1N=C(C2=C(N1)C=NC(=N2)OC2=CC=CC=C2)N 2-methyl-6-phenoxypyrimido[5,4-d]pyrimidin-4-amine